FC1(C(N(C1)C=1N=C(C2=C(N1)C(CC2)(F)F)N2C[C@@H]1C([C@@H]1C2)CC(=O)O)C)F 2-((1R,5S,6s)-3-(2-(3,3-difluoro-2-methylazetidin-1-yl)-7,7-difluoro-6,7-dihydro-5H-cyclopenta[d]pyrimidin-4-yl)-3-azabicyclo[3.1.0]hexan-6-yl)acetic acid